C(C)(C)(C)OC(NC1=CC=C(C=C1)C(=O)N1C(CCCC1)C(NC=1SC=C(N1)C1=NC(=CC=C1)N1C[C@@H](O[C@@H](C1)C)C)=O)=O tert-Butyl-(4-(2-((4-(6-((2S,6R)-2,6-dimethylmorpholino)pyridin-2-yl)thiazol-2-yl)carbamoyl)piperidine-1-carbonyl)phenyl)carbamate